ClC=1C(=NC(=NC1)C)CC 5-Chloro-4-ethyl-2-methyl-pyrimidine